2-Amino-3-methyl-5-chlorobenzamide NC1=C(C(=O)N)C=C(C=C1C)Cl